N-[4-[2-(azetidin-1-yl)ethoxy]-3-(3,5-dimethylisoxazol-4-yl)phenyl]cyclopropanecarboxamide N1(CCC1)CCOC1=C(C=C(C=C1)NC(=O)C1CC1)C=1C(=NOC1C)C